[K].C(CCCCCCC\C=C/CCCCCCCC)NC1=NC(=NC(=N1)S)S 6-oleylamino-1,3,5-triazine-2,4-dithiol monopotassium salt